CC1(OB(OC1(C)C)C=1C=C(C=NC1)CN[C@H]1COCC1)C (R)-N-((5-(4,4,5,5-tetramethyl-1,3,2-dioxaborolan-2-yl)pyridin-3-yl)methyl)tetrahydrofuran-3-amine